(2R)-morpholin-2-yl-methanol N1C[C@@H](OCC1)CO